(S)-tert-Butyl (6-(pyridin-3-yl)isochroman-1-yl)methylcarbamate hydrochloride Cl.N1=CC(=CC=C1)C=1C=C2CCO[C@@H](C2=CC1)CNC(OC(C)(C)C)=O